2-bromo-3-isopropylphenol BrC1=C(C=CC=C1C(C)C)O